methyl 3-[(5-chloro-2-oxo-2,3-dihydro-1H-indol-1-yl) acetyl]-1,3-thiazolidine-4-carboxylate ClC=1C=C2CC(N(C2=CC1)CC(=O)N1CSCC1C(=O)OC)=O